N-[4-(4-cyano-1H-pyrazol-1-yl)-3-sulfamoylphenyl]-2-[2-(trifluoromethyl)phenyl]acetamide C(#N)C=1C=NN(C1)C1=C(C=C(C=C1)NC(CC1=C(C=CC=C1)C(F)(F)F)=O)S(N)(=O)=O